COC1=NC=CC(=C1)C1=C(C=2CCC2C=C1C)O 3-(2-methoxy-4-pyridyl)-4-methyl-bicyclo[4.2.0]Oct-1(6),2,4-trien-2-ol